3-(6-oxo-1,6-dihydro-pyridazin-4-yl)-7-[(1S)-1-[(2r,4r)-2-(amino-methyl)-6-oxo-5-oxa-7-azaspiro[3.4]octan-7-yl]ethyl]-1H-indole-2-carboxylic acid O=C1C=C(C=NN1)C1=C(NC2=C(C=CC=C12)[C@H](C)N1C(OC2(CC(C2)CN)C1)=O)C(=O)O